CN1N=CC=2N=CN=C(C21)NCC2=CC=C(C=C2)P(OCC)(OCC)=O diethyl 4-[([1-methylpyrazolo[4,3-d]pyrimidin-7-yl]amino)methyl]phenyl-phosphonate